9,9'-(3,5-bis(4-(9H-carbazol-9-yl)phenyl)-4-(3,5-dimethylphenyl)pyridine-2,6-diyl)bis(9H-carbazole-3,6-dicarbonitrile) C1=CC=CC=2C3=CC=CC=C3N(C12)C1=CC=C(C=C1)C=1C(=NC(=C(C1C1=CC(=CC(=C1)C)C)C1=CC=C(C=C1)N1C2=CC=CC=C2C=2C=CC=CC12)N1C2=CC=C(C=C2C=2C=C(C=CC12)C#N)C#N)N1C2=CC=C(C=C2C=2C=C(C=CC12)C#N)C#N